ClC1=NC(=CC(=N1)Cl)C#CC1=CC=CC=C1 2,4-dichloro-6-(phenylethynyl)pyrimidine